NC=1C(=NN(C1C)C)CC#N 2-(4-amino-1,5-dimethyl-1H-pyrazol-3-yl)acetonitrile